C(CCCCC)(=O)OC(CCCCCCCCCCCCCCCCC(=O)[O-])(OC(CCCCC)=O)OC(CCCCC)=O trihexanoyloxystearate